1-(4-Methoxyphenyl)-9-methyl-3-(trifluoromethyl)-3H-pyrrolo[1,2-a]indol-3-ol COC1=CC=C(C=C1)C1=CC(N2C1=C(C=1C=CC=CC21)C)(O)C(F)(F)F